2,4-dimethyl (2S)-4-((5-methyl-3-nitropyridin-2-yl)oxy)pyrrolidine-1,2,4-tricarboxylate CC=1C=C(C(=NC1)OC1(C[C@H](N(C1)C(=O)[O-])C(=O)OC)C(=O)OC)[N+](=O)[O-]